3,7-dimethyl-oct-2,6-dienal CC(=CC=O)CCC=C(C)C